(2,2-dimethyl-3-oxo-propyl) acetate C(C)(=O)OCC(C=O)(C)C